C(C)(C)(C)OC(=O)N1C[C@@H]2CN(C[C@@H]2C1)C1=CC=C(C=C1)[N+](=O)[O-] (3aR,6aS)-5-(4-nitrophenyl)hexahydropyrrolo[3,4-c]pyrrole-2(1H)-carboxylic acid tert-butyl ester